1-((2R,5S)-4-(6-chloro-2-(3-(dimethylamino)azetidin-1-yl)-8-fluoro-7-(6-fluoro-1-methyl-1H-indol-7-yl)quinazolin-4-yl)-2,5-dimethylpiperazin-1-yl)prop-2-en-1-one ClC=1C=C2C(=NC(=NC2=C(C1C=1C(=CC=C2C=CN(C12)C)F)F)N1CC(C1)N(C)C)N1C[C@H](N(C[C@@H]1C)C(C=C)=O)C